tert-butyl 4-(5-(ethoxycarbonyl)-1-methyl-1H-1,2,3-triazol-4-yl)piperidine-1-carboxylate C(C)OC(=O)C1=C(N=NN1C)C1CCN(CC1)C(=O)OC(C)(C)C